S1C(=NC2=C1C=CC=C2)NC2=C(C=C(N=N2)N(CCCC(=O)O)C2=NC(=C(C=C2)C=2C=NN(C2C)CC2CCCCC2)C(=O)OCC)C 4-[[6-(1,3-Benzothiazol-2-ylamino)-5-methyl-pyridazin-3-yl]-[5-[1-(cyclohexylmethyl)-5-methyl-pyrazol-4-yl]-6-ethoxycarbonyl-2-pyridyl]amino]butanoic acid